tert-butyl 3-(2-((6-nitropyridin-2-yl)amino)-2-oxoethyl)piperidine-1-carboxylate [N+](=O)([O-])C1=CC=CC(=N1)NC(CC1CN(CCC1)C(=O)OC(C)(C)C)=O